BrC(C(=O)OCC)CCCCCCCCCCCCCCCC ethyl alpha-bromostearate